C(=C)(C)C1C=CC(CC1)C 4-isopropenyl-1-methyl-2-cyclohexene